[C@H]12CC(C[C@H](CC1)N2)=CC=2N=CC(=NC2)C2=C(C=C(C=C2)N2C=NC=C2)O 2-(5-((E)-((1r,5s)-8-azabicyclo[3.2.1]oct-3-ylidene)methyl)pyrazin-2-yl)-5-(1H-imidazol-1-yl)phenol